4-fluoro-5-(2-fluoro-6-methoxypyridin-4-yl)-2-(5-(((1S,5R)-2-fluoro-8-azabicyclo[3.2.1]octan-3-yl)(methyl)amino)pyrazin-2-yl)phenol FC1=CC(=C(C=C1C1=CC(=NC(=C1)OC)F)O)C1=NC=C(N=C1)N(C)C1C([C@@H]2CC[C@H](C1)N2)F